3-bromo-N-(pyridin-3-ylmethyl)benzamide BrC=1C=C(C(=O)NCC=2C=NC=CC2)C=CC1